(1-(2-(4-fluorophenoxy)ethyl)-1H-pyrazol-4-yl)methylamine hydrochloride Cl.FC1=CC=C(OCCN2N=CC(=C2)CN)C=C1